[2-[(2R,3S,4S,5S,6R)-3,4,5-trihydroxy-6-phenoxy-tetrahydropyran-2-yl]cyclopropyl]phosphonic acid O[C@@H]1[C@H](O[C@@H]([C@H]([C@H]1O)O)OC1=CC=CC=C1)C1C(C1)P(O)(O)=O